(7-cyclobutyl-6-(difluoromethyl)-2-methoxyquinolin-3-yl)(perfluorophenyl)methanone C1(CCC1)C1=C(C=C2C=C(C(=NC2=C1)OC)C(=O)C1=C(C(=C(C(=C1F)F)F)F)F)C(F)F